CS(=O)(=O)C1=C(C(=O)NC2CCOCC2)C=CC=C1 2-methanesulfonyl-N-(oxan-4-yl)benzamide